FC1CC=CS(OC1)(=O)=O 6-fluoro-6,7-dihydro-5H-oxathiepine 2,2-dioxide